di(5-toluenesulfonyl-5H-pyrrolo[2,3-b]pyrazin-2-yl)carbamic acid tert-butyl ester C(C)(C)(C)OC(N(C=1N=C2C(=NC1)N(C=C2)S(=O)(=O)CC2=CC=CC=C2)C=2N=C1C(=NC2)N(C=C1)S(=O)(=O)CC1=CC=CC=C1)=O